3-formyl-2-azabicyclo[3.1.0]hexane-2-carboxylic acid C(=O)C1N(C2CC2C1)C(=O)O